[Si](C1=CC=CC=C1)(C1=CC=CC=C1)(C(C)(C)C)OC[C@@H]1CO[C@@H](CN1C(=O)OC(C)(C)C)C(NC1(CCC1)C1=C(C=C(C=C1)Cl)F)=O tert-butyl (2S,5S)-5-(((tert-butyldiphenylsilyl)oxy)methyl)-2-((1-(4-chloro-2-fluorophenyl)cyclobutyl)carbamoyl)morpholine-4-carboxylate